FC1=CC=C(C=C1)C=1N=CN(C1C=1C=NC=CC1)CC(=O)N1CCNCC1 2-[4-(4-fluorophenyl)-5-(pyridin-3-yl)-1H-imidazol-1-yl]-1-(piperazin-1-yl)ethan-1-one